ClC1=NC=C(C#N)C(=C1)C1=NC=2C=CC3=C(C2C=C1)C1=C(S3)C(N[C@@H](CN1)C)=O (R)-6-chloro-4-(10-methyl-8-oxo-9,10,11,12-tetrahydro-8H-[1,4]diazepino[5',6':4,5]thieno[3,2-f]quinolin-3-yl)nicotinonitrile